NC1=NC2=NC=C(N=C2C(N1)=O)CN(C1=CC=C(C(=O)O)C=C1)C 4-[(2-amino-4-oxo-3H-pteridin-6-yl)methyl-methyl-amino]benzoic acid